C(C)OC(=O)C(CC1=C(C=C(C(=O)OC)C=C1)OC)C(C)=O methyl 4-(2-(ethoxycarbonyl)-3-oxobutyl)-3-methoxybenzoate